FC1=CC=C(OCC(=O)NC23COC(CC2)(CC3)C=3OC(=NN3)C3(CCC3)OC(F)(F)F)C=C1 2-(4-fluorophenoxy)-N-[1-[5-[3-cis-(trifluoromethoxy)cyclobutyl]-1,3,4-oxadiazol-2-yl]-2-oxabicyclo[2.2.2]oct-4-yl]acetamide